7-((2-methoxyethoxy)methoxy)-3-(7-((2-methoxyethoxy)methoxy)-2,2-dimethyl-1,2-dihydro-quinolin-6-yl)-4H-chromen-4-one COCCOCOC1=CC=C2C(C(=COC2=C1)C=1C=C2C=CC(NC2=CC1OCOCCOC)(C)C)=O